2-benzyl-5-bromo-1,2,3,4-tetrahydroisoquinoline C(C1=CC=CC=C1)N1CC2=CC=CC(=C2CC1)Br